(E)-4-Azidobut-2-en-1-yl-2-(4-methoxyphenyl)acetate N(=[N+]=[N-])C/C=C/COC(CC1=CC=C(C=C1)OC)=O